(Z)-9-Octadecene-1-amine C(CCCCCCC\C=C/CCCCCCCC)N